5-(6-methoxypyridin-3-yl)-4-methylthiophen COC1=CC=C(C=N1)C1=C(C=CS1)C